N1=CC=C2N1C=CC(=C2)C(C)=O 1-pyrazolo[1,5-a]pyridin-5-ylethanone